Cl.C(C)ON=C1CNC1 3-(ethoxyimino)azetidine hydrochloride